(Z)-N-(4-((4-([1,2,4]triazolo[1,5-a]pyridin-7-yloxy)-2-methoxy-5-methylphenyl)amino)-7-methoxyquinazolin-6-yl)-2-cyano-4-methyl-4-(4-(oxetan-3-yl)piperazin-1-yl)pent-2-enamide N=1C=NN2C1C=C(C=C2)OC2=CC(=C(C=C2C)NC2=NC=NC1=CC(=C(C=C21)NC(\C(=C/C(C)(N2CCN(CC2)C2COC2)C)\C#N)=O)OC)OC